ClC=1C(=C(C=CC1)NC=1C2=C(N=CN1)C=C(C(=N2)C2CNCCC2)F)F N-(3-chloro-2-fluorophenyl)-7-fluoro-6-(piperidin-3-yl)pyrido[3,2-d]pyrimidin-4-amine